C(C)OCOC1=C(C(=CC(=C1)C)C)C1=CN=C(N=N1)N[C@H]1CN(CCC1)CCO (R)-2-(3-((6-(2-(ethoxymethoxy)-4,6-dimethylphenyl)-1,2,4-triazin-3-yl)amino)piperidin-1-yl)ethanol